3-((4-(Aminomethyl)-6-fluoropyridin-2-yl)amino)piperidine-2,6-dione NCC1=CC(=NC(=C1)F)NC1C(NC(CC1)=O)=O